N-isopentyl-3-(2-(4-(trifluoromethyl)benzamido)-1H-benzo[d]imidazol-6-yl)benzamide C(CC(C)C)NC(C1=CC(=CC=C1)C=1C=CC2=C(NC(=N2)NC(C2=CC=C(C=C2)C(F)(F)F)=O)C1)=O